6-N-(2-Amino-2-methylpropyl)-1,3-dimethyl-4-N-[[3-(trifluoromethyl)phenyl]methyl]pyrazolo[3,4-b]pyridine-4,6-diamine NC(CNC=1C=C(C2=C(N1)N(N=C2C)C)NCC2=CC(=CC=C2)C(F)(F)F)(C)C